5,7-DIHYDRO-PYRROLO-PYRIDINE N=1C=CC=2C1CCCN2